N-(3-bromo-6-(2-chloro-5-fluorophenyl)-6-hydroxy-7-(4-methoxybenzyl)-8-oxo-1,6,7,8-tetrahydropyrrolo[3,4-g]indazol-5-yl)-3-fluoro-5-(trifluoromethyl)benzamide BrC1=NNC2=C3C(=C(C=C12)NC(C1=CC(=CC(=C1)C(F)(F)F)F)=O)C(N(C3=O)CC3=CC=C(C=C3)OC)(O)C3=C(C=CC(=C3)F)Cl